Benzyl (4-((4-(5-(difluoromethyl)-1,3,4-oxadiazol-2-yl)-2-fluorobenzyl)(phenyl)carbamoyl)-1-oxidothiomorpholin-1-ylidene)carbamate FC(C1=NN=C(O1)C1=CC(=C(CN(C(=O)N2CCS(CC2)(=O)=NC(OCC2=CC=CC=C2)=O)C2=CC=CC=C2)C=C1)F)F